NC(C(=O)N)C=1N=NC=CC1 2-amino-2-pyridazin-3-yl-acetamide